ClC1=C(C=CC(=C1)Cl)C(CCOC1=CC=C(N(C)C)C=C1)CN1C=NC=C1 4-(3-(2,4-dichlorophenyl)-4-(1H-imidazol-1-yl)butoxy)-N,N-dimethylaniline